N-(trifluoromethylsulfonyl)azole tert-butyl-(5R,6S)-5-hydroxy-6-[(5R)-5H-imidazo[1,5-b]isoindol-5-yl]-2-azaspiro[3.4]octane-2-carboxylate C(C)(C)(C)OC(=O)N1CC2(C1)[C@@H]([C@@H](CC2)[C@H]2N1C(C=3C=CC=CC23)=CN=C1)O.FC(S(=O)(=O)N1C=CC=C1)(F)F